[Ba].C(C)OCCOCCO Diethylene glycol monoethyl ether barium